BrCC(=O)NC=1C(=C(NC1C)C=C1C(NC2=CC=C(C=C12)C(=O)NC(C)C1=CC=CC=C1)=O)C 3-((4-(2-Bromoacetamido)-3,5-dimethyl-1H-pyrrol-2-yl)-methylene)-2-oxo-N-(1-phenylethyl)indoline-5-carboxamide